NC1=NC=2C=NC(=CC2C2=C1[C@H](OC2)C)C(=O)N(CC2=NC=C(C=C2)C(F)(F)F)C=2C=NN(C2)C (3R)-4-amino-3-methyl-N-(1-methyl-1H-pyrazol-4-yl)-N-((5-(trifluoromethyl)-2-pyridinyl)methyl)-1,3-dihydrofuro[3,4-c][1,7]naphthyridine-8-carboxamide